N1=C(C=CC=C1)CCN(C([O-])=O)C(C(Cl)(Cl)Cl)N1C2=NC(=NC(=C2N=C1)N)N 2-(pyridin-2-yl)-ethyl-(2,2,2-trichloro-1-(2,6-diamino-9H-purin-9-yl)-ethyl)-carbamate